Cl.OC1=C(C=O)C=C(C=C1OC)C1=CC=2CNCCC2S1 2-hydroxy-3-methoxy-5-(4,5,6,7-tetrahydrothieno[3,2-c]pyridin-2-yl)benzaldehyde hydrochloride